O1CCC(C2=CC=CC=C12)CNCC1=C(C=CC=C1)OC N-(chroman-4-ylmethyl)-1-(2-methoxyphenyl)methylamine